ICC1(CCC1)CI 1,1-bis(iodomethyl)cyclobutane